FC(C(C(C(C(C(C(F)(F)F)(F)F)(F)F)(F)F)(F)F)(F)F)(O)F perfluoroheptanol